3-((5R,8aS)-3-chloro-5-methyl-5,6,8a,9-tetrahydro-8H-7,10-dioxa-2,4,4b-triazaPhenanthren-1-ylmethyl)-3H-[1,2,3]Triazole-4-carboxylic acid methyl ester COC(=O)C=1N(N=NC1)CC1=NC(=NC=2N3[C@@H](COC[C@H]3COC12)C)Cl